tert-butyl N-[(3S)-1-(pyridazin-4-yl)piperidin-3-yl]carbamate N1=NC=C(C=C1)N1C[C@H](CCC1)NC(OC(C)(C)C)=O